C(C)(=O)OCC(=O)N1CC=2C(NC=3C(=C(C(=CC3C2[C@@H]1C)OC)Cl)Cl)=O 2-[(1S)-6,7-dichloro-8-methoxy-1-methyl-4-oxo-1H,2H,3H,4H,5H-pyrrolo[3,4-c]quinolin-2-yl]-2-oxoethyl acetate